4-(Butylsulfonyl)piperazin C(CCC)S(=O)(=O)N1CCNCC1